2-methyl-1-propanal CC(C=O)C